Methyl 3-chloro-5-fluoro-6-(4-(trifluoromethyl) phenyl)picolinate ClC=1C(=NC(=C(C1)F)C1=CC=C(C=C1)C(F)(F)F)C(=O)OC